C(C)N1C2=CC=CC=C2C=2C=C(C=CC12)N1N=NC=C1C1=CC=CC=C1 1-(9-Ethyl-9H-carbazol-3-yl)-5-phenyl-1H-1,2,3-triazole